3-(5-(2,6-dichlorophenyl)-1,3,4-Oxadiazol-2-yl)-5-(1-(1-methylpiperidin-4-yl)-1H-pyrazol-4-yl)pyridin-2-amine ClC1=C(C(=CC=C1)Cl)C1=NN=C(O1)C=1C(=NC=C(C1)C=1C=NN(C1)C1CCN(CC1)C)N